FC1=C(C=CC(=C1)OC=1SC(=CN1)C=1C=NC(=CC1)C)NC1=NC=NC2=CC(=C(C=C12)NC1CCN(CC1)C(=O)OC(C)(C)C)OC tert-butyl 4-((4-((2-fluoro-4-((5-(6-methylpyridin-3-yl)thiazol-2-yl)oxy)phenyl)amino)-7-methoxyquinazolin-6-yl)amino)piperidine-1-carboxylate